9-chloro-5-[4-[(3S)-1-(3-fluoropropyl)pyrrolidin-3-yl]oxyphenyl]-4-(1H-indol-5-yl)-2,3-dihydro-1-benzoxepin-8-ol ClC1=C(C=CC=2C(=C(CCOC21)C=2C=C1C=CNC1=CC2)C2=CC=C(C=C2)O[C@@H]2CN(CC2)CCCF)O